2-[2-(aminomethyl)-3,3-difluoro-allyl]-4-[[5-(1-acetyl-3,6-dihydro-2H-pyridin-4-yl)-2-thienyl]methyl]-1,2,4-triazol-3-one NCC(CN1N=CN(C1=O)CC=1SC(=CC1)C=1CCN(CC1)C(C)=O)=C(F)F